2-((2-((4-(((3-(1-acryloylpiperidin-3-yl)phenyl)amino)methyl)phenyl)amino)-5-(trifluoromethyl)pyrimidin-4-yl)amino)-N-isopropylbenzenesulfonAmide C(C=C)(=O)N1CC(CCC1)C=1C=C(C=CC1)NCC1=CC=C(C=C1)NC1=NC=C(C(=N1)NC1=C(C=CC=C1)S(=O)(=O)NC(C)C)C(F)(F)F